FC=1C(=CC(=C(C1)C1=CN=C2C(=N1)N(C(CN2)=O)CCOC)C)C2=NNC=N2 7-(5-fluoro-2-methyl-4-(1H-1,2,4-triazol-3-yl)phenyl)-1-(2-methoxyethyl)-3,4-dihydropyrazino[2,3-b]pyrazin-2(1H)-one